[W](=S)=S tungsten di-sulfide